Octadecyl ((((2R,3S,5R)-5-(6-amino-2-fluoro-9H-purin-9-yl)-2-ethynyl-3-hydroxytetrahydrofuran-2-yl)methoxy)(phenoxy)phosphoryl)-L-alaninate NC1=C2N=CN(C2=NC(=N1)F)[C@H]1C[C@@H]([C@@](O1)(C#C)COP(=O)(OC1=CC=CC=C1)N[C@@H](C)C(=O)OCCCCCCCCCCCCCCCCCC)O